[K+].C(CCCCCCC\C=C/CCCCCC)(=O)[O-] palmitoleic acid potassium salt